((1R,2R)-2-hydroxy-4,4-dimethyl-1,2,3,4-tetrahydronaphthalen-1-yl)-3-(5-methyl-6-(2-methylpyrimidin-5-yl)-2-(tetrahydro-2H-pyran-4-yl)pyridin-3-yl)urea O[C@H]1[C@@H](C2=CC=CC=C2C(C1)(C)C)NC(=O)NC=1C(=NC(=C(C1)C)C=1C=NC(=NC1)C)C1CCOCC1